4,6-di-tert-butylphenyl acrylate C(C=C)(=O)OC1=CC=C(C=C1C(C)(C)C)C(C)(C)C